3-Methylcyclohexadecane-1,6-dione CC1CC(CCCCCCCCCCC(CC1)=O)=O